CN(C(/C=C/CC[C@@H](C(=O)NC=1C(N(C=CC1)CC=1N(C2=NC=NC(=C2N1)CCC(C)(C)C)C1OCCCC1)=O)NC(OC)=O)=O)C methyl ((2S,E)-7-(dimethylamino)-1-((1-((6-(3,3-dimethylbutyl)-9-(tetrahydro-2H-pyran-2-yl)-9H-purin-8-yl)methyl)-2-oxo-1,2-dihydropyridin-3-yl)amino)-1,7-dioxohept-5-en-2-yl)carbamate